2-[3,5-bis(difluoromethyl)-1H-pyrazol-1-yl]-1-[4-(4-{(5R)-5-[2-fluoro-6-(prop-2-yn-1-yloxy)phenyl]-4,5-dihydro-1,2-oxazol-3-yl}-1,3-thiazol-2-yl)piperidin-1-yl]ethanone FC(C1=NN(C(=C1)C(F)F)CC(=O)N1CCC(CC1)C=1SC=C(N1)C1=NO[C@H](C1)C1=C(C=CC=C1OCC#C)F)F